N[C@@H](CC[14CH2]N)C(=O)O [5-14C]ornithine